C(CCCCCCCCCCCCCCC)NCC1=C(C=C(C=C1)CCCCCCCCCCCCCCC)O 2-((hexadecylamino)methyl)-5-pentadecylphenol